2,2-bis(t-amylperoxy)butane C(C)(C)(CC)OOC(C)(CC)OOC(C)(C)CC